3-(1H-imidazol-2-yl)-1-(phenylsulfonyl)-1H-indole N1C(=NC=C1)C1=CN(C2=CC=CC=C12)S(=O)(=O)C1=CC=CC=C1